FC=1C=C(C=CC1)C=1N=NN(C1)[C@@H]1C[C@@H](O[C@H]2[C@@H]1OC(OC2)C2=CC=CC=C2)C(=O)OC methyl (4aR,6R,8R,8aR)-8-(4-(3-fluorophenyl)-1H-1,2,3-triazol-1-yl)-2-phenylhexahydropyrano[3,2-d][1,3]dioxine-6-carboxylate